2-(4-(((1S,4R)-7-oxabicyclo[2.2.1]heptan-2-yl)amino)pyrido[3,4-d]pyridazin-1-yl)-5-chlorophenol [C@@H]12C(C[C@@H](CC1)O2)NC=2N=NC(=C1C2C=NC=C1)C1=C(C=C(C=C1)Cl)O